C(CCC)C1=C(C(=C(C(=N1)O)C(=O)N1CC(CC1)C1=NC=C(C=C1)Cl)O)C1=C(C=CC=C1OC)OC 6-butyl-3-[3-(5-chloropyridin-2-yl)pyrrolidine-1-carbonyl]-5-(2,6-dimethoxyphenyl)pyridine-2,4-diol